(R)-4-(2-(trifluoromethyl)phenyl)-6,6a,7,8,9,10-hexahydro-5H-pyrazino[1,2-a][1,8]naphthyridine FC(C1=C(C=CC=C1)C=1C=2CC[C@H]3N(C2N=CC1)CCNC3)(F)F